5-(3-(4-(3,3-difluoroazetidin-1-yl)phenyl)-1,2,4-thiadiazol-5-yl)-3-fluoro-2-hydroxybenzaldehyde FC1(CN(C1)C1=CC=C(C=C1)C1=NSC(=N1)C=1C=C(C(=C(C=O)C1)O)F)F